tert-butyl 6-bromo-8-(hydroxymethyl)imidazo[1,2-a]pyridine-2-carboxylate BrC=1C=C(C=2N(C1)C=C(N2)C(=O)OC(C)(C)C)CO